[5-(3-chloro-2-piperazin-1-yl-6-quinolinyl)-3-pyridinyl]methylamine dihydrochloride Cl.Cl.ClC=1C(=NC2=CC=C(C=C2C1)C=1C=C(C=NC1)CN)N1CCNCC1